2-bromo-3-oxo-3-(4-(p-tolyloxy)phenyl)propanamide Trimagnesium citrate C(CC(O)(C(=O)[O-])CC(=O)[O-])(=O)[O-].[Mg+2].[Mg+2].[Mg+2].BrC(C(=O)N)C(C1=CC=C(C=C1)OC1=CC=C(C=C1)C)=O.C(CC(O)(C(=O)[O-])CC(=O)[O-])(=O)[O-]